CN(CCCCCCC(=O)N(CCCCCCCCCC)CCCCCCCCCC)CCCCCCC(=O)N(CCCCCCCCCC)CCCCCCCCCC 7,7'-(methylazanediyl)bis(N,N-didecylheptanamide)